1-methyl-5-(4,4,5,5-tetramethyl-1,3,2-dioxaborolan-2-yl)-1H-pyrazole CN1N=CC=C1B1OC(C(O1)(C)C)(C)C